FC1=CC=C(C=C1)N1N=C(C(=C1)C=1C(=C(C(=NC1)C(=O)NCC(=O)O)O)C)C (5-(1-(4-fluorophenyl)-3-methyl-1H-pyrazol-4-yl)-3-hydroxy-4-methylpicolinoyl)glycine